(S)-3-(1-aminoethyl)-6-chloro-7-isopropoxyquinolin-2(1H)-one N[C@@H](C)C=1C(NC2=CC(=C(C=C2C1)Cl)OC(C)C)=O